C1(=CC=CC=C1)CN1C=CC2=CC(=CC=C12)NC(=O)NC1=CC=NC2=CC=CC=C12 N-[1-(phenylmethyl)-1H-indol-5-yl]-N'-4-quinolinyl-Urea